FC1=NC=C(C(=C1)C=1C=NC=2CCN(CC2C1)C=1C(=C(C=2N(N1)C(C=CN2)=O)C)C)F 7-(3-(2,5-difluoropyridin-4-yl)-7,8-dihydro-1,6-naphthyridin-6(5H)-yl)-8,9-dimethyl-4H-pyrimido[1,2-b]pyridazin-4-one